(R)-5-((1H-pyrazol-1-yl)methyl)-N-(2-cyclobutoxy-6-methoxyphenylsulfonimidoyl)-6-methoxypicolinamide N1(N=CC=C1)CC=1C=CC(=NC1OC)C(=O)N[S@](=O)(=N)C1=C(C=CC=C1OC)OC1CCC1